3-((methylsulfinyl)methyl)azetidine CS(=O)CC1CNC1